C(CCCCCCCCCCCCC(C)C)O isohexaDecanol